N1-(3-phenoxybenzyl)propane-1,3-diamine O(C1=CC=CC=C1)C=1C=C(CNCCCN)C=CC1